ClC1=NC=CC(=C1)OC=1C=C2CC(COC2=CC1)C(=O)O 6-[(2-chloro-4-pyridinyl)oxy]chroman-3-carboxylic acid